(2,2-difluoroethyl)-4b,5-dihydroxy-4-methoxy-N-methyl-7-phenyl-4b,6,7,7a-tetrahydro-5H-cyclopenta[4,5]furo[2,3-c]pyridine-6-carboxamide FC(CC1=NC=C(C2=C1OC1C2(C(C(C1C1=CC=CC=C1)C(=O)NC)O)O)OC)F